3-(3-Fluoro-5-hydroxyphenyl)-4-methyl-2-{4-[{Z}-3-((R)-3-methylpyrrolidin-1-yl)propenyl]phenyl}-2H-chromen-6-ol FC=1C=C(C=C(C1)O)C=1C(OC2=CC=C(C=C2C1C)O)C1=CC=C(C=C1)\C=C/CN1C[C@@H](CC1)C